NCCC(CCN)S(=O)(=O)O (2-aminoethyl)-3-aminopropanesulfonic acid